C(CCCCCCCCCCCC)OP(OCCCCCCCCCCCCC)[O-] ditridecylphosphite